C(=O)(OCC1C2=CC=CC=C2C2=CC=CC=C12)N[C@@](C)(C(=O)O)CCCCCCC=C (R)-N-Fmoc-α-(7-Octenyl)alanine